tert-butyl 4-(3-(3-bromo-2-methylphenoxy)propyl)-4-((2-(trimethylsilyl)ethoxy)methoxy)piperidine-1-carboxylate BrC=1C(=C(OCCCC2(CCN(CC2)C(=O)OC(C)(C)C)OCOCC[Si](C)(C)C)C=CC1)C